indium ethyl acetate C(C)(=O)OCC.[In]